C1(CC1)C1=C(C(=C(C(=O)NC2=CC(=NC=C2)[S@](=O)(=N)C)C(=C1)N1CCC(CCC1)(F)F)C)C(F)(F)F (S)-4-cyclopropyl-6-(4,4-difluoroazepan-1-yl)-2-methyl-N-(2-(S-methylsulfonimidoyl)pyridin-4-yl)-3-(trifluoromethyl)benzamide